2-cyano-2-methylbutanoic acid C(#N)C(C(=O)O)(CC)C